C(C)O[Si](C(C(=O)OCCCCC)C)(OCC)OCC pentyl α-triethoxysilylpropionate